ClC=1C=C2C=C(N(C2=CC1)C)C1=NC2=C(N1CC1CN(C1)C1=NC(=NC=C1)C)C(=CC(=C2)C(=O)N2[C@@H]1CC[C@H](C2)[C@H]1N)OC (1R,4R,7R)-2-[2-(5-chloro-1-methyl-1H-indol-2-yl)-7-methoxy-1-{[1-(2-methylpyrimidin-4-yl)azetidin-3-yl]methyl}-1H-1,3-benzodiazole-5-carbonyl]-2-azabicyclo[2.2.1]heptan-7-amine